4-(6-chloro-8-fluoro-2-(((S)-1-methylpyrrolidin-2-yl)-methoxy)-4-(4-propylazepan-1-yl)quinazolin-7-yl)-benzo[d]thiazol-2-amine ClC=1C=C2C(=NC(=NC2=C(C1C1=CC=CC2=C1N=C(S2)N)F)OC[C@H]2N(CCC2)C)N2CCC(CCC2)CCC